1,3-bis[tris(methyl)methylamino]propane CC(NCCCNC(C)(C)C)(C)C